FC=1C(=NC(=CC1)F)NNC(CCN1CC(C1)C1=CNC2=CC(=CC=C12)F)=O N'-(3,6-difluoropyridin-2-yl)-3-(3-(6-fluoro-1H-indol-3-yl)azetidin-1-yl)propanehydrazide